C1(CC1)C1=C(C=C(C=C1)C1=CC(=CC=C1)C1=NN(C(=C1CC1=CC(=C(C=C1)S(N)(=O)=O)F)CC1CC1)C=1SC=C(N1)C(=O)O)F 2-(3-(4'-cyclopropyl-3'-fluoro-[1,1'-biphenyl]-3-yl)-5-(cyclopropylmethyl)-4-(3-fluoro-4-sulfamoylbenzyl)-1H-pyrazol-1-yl)thiazole-4-carboxylic acid